4,4-difluorocyclohexyl-(methyl)-5-methyl-1-(3,3,3-trifluoropropyl)-1H-pyrazole-4-carboxamide FC1(CCC(CC1)NC(=O)C=1C(=NN(C1C)CCC(F)(F)F)C)F